C(SC(C)(C)C)(Cl)=O S-tert-butyl Carbonochloridothioate